C(=O)[C@H]1[C@@H](C1)C(=O)OC trans-methyl 2-formylcyclopropane-1-carboxylate